3-(N-(benzo[d][1,3]dioxol-5-yl)sulfamoyl)-N-(3,4-difluorophenyl)benzamide O1COC2=C1C=CC(=C2)NS(=O)(=O)C=2C=C(C(=O)NC1=CC(=C(C=C1)F)F)C=CC2